BrC=1C=NN2C1C=C(C=C2)C=2OC(=CN2)C(=O)OCC ethyl 2-(3-bromopyrazolo[1,5-a]pyridin-5-yl)oxazole-5-carboxylate